C(C)(C)(C)C1=CC=C(C=C1)S(=O)(=O)C(C#N)=C ((4-t-butylphenyl)-sulfonyl)-2-propenenitrile